4-(4-((5-methoxy-7-methyl-1H-indol-4-yl)methyl)-1-(2,2,2-trifluoroethyl)piperidin-3-yl)benzoic acid COC=1C(=C2C=CNC2=C(C1)C)CC1C(CN(CC1)CC(F)(F)F)C1=CC=C(C(=O)O)C=C1